benzo[b]thiophene-3-acetic acid S1C2=C(C(=C1)CC(=O)O)C=CC=C2